(2S,4S)-N-((4-carbamimidoylthiophen-2-yl)methyl)-4-cyclohexyl-1-((4-phenoxy-benzoyl)glycyl)pyrrolidine-2-carboxamide C(N)(=N)C=1C=C(SC1)CNC(=O)[C@H]1N(C[C@@H](C1)C1CCCCC1)C(CNC(C1=CC=C(C=C1)OC1=CC=CC=C1)=O)=O